1-(5-(9-(4-(4-Chloro-7H-pyrrolo[2,3-d]pyrimidin-6-yl)phenethyl)-3,9-diazaspiro[5.5]undecane-3-carbonyl)-2-methoxyphenyl)dihydropyrimidine-2,4(1H,3H)-dione ClC=1C2=C(N=CN1)NC(=C2)C2=CC=C(CCN1CCC3(CCN(CC3)C(=O)C=3C=CC(=C(C3)N3C(NC(CC3)=O)=O)OC)CC1)C=C2